3,4,5-Tribromo-1-ethoxy-2-(1,4,7,10-tetraoxaundecyl)-benzene BrC=1C(=C(C=C(C1Br)Br)OCC)OCCOCCOCCOC